1-(4-methoxyindolin-1-yl)-2-(2-(phenoxymethyl)thiazol-4-yl)ethan-1-one COC1=C2CCN(C2=CC=C1)C(CC=1N=C(SC1)COC1=CC=CC=C1)=O